C(C1=CC=CC=C1)ON1[C@@H]2CC[C@H](N(C1=O)C2)C(=O)ON2C([C@H]1CC=CC[C@H]1C2=O)=O (3aR,7aS)-1,3-Dioxo-3a,4,7,7a-tetrahydro-1H-isoindol-2(3H)-yl (2S,5R)-6-(benzyloxy)-7-oxo-1,6-diazabicyclo[3.2.1]octane-2-carboxylate